pteroyl-monoglutamic acid C(C1=CC=C(NCC2=CN=C3N=C(N)NC(=O)C3=N2)C=C1)(=O)N[C@@H](CCC(=O)O)C(=O)O